1H-indole-4,6-dicarboxylic acid N1C=CC=2C(=CC(=CC12)C(=O)O)C(=O)O